neopentyl-succinic acid diethyl ester C(C)OC(C(CC(=O)OCC)CC(C)(C)C)=O